C(N)(=O)C=1C(=C2C(=NC1)NC=C2)N[C@H]2CN(CCC2)C(=O)OCC2=CC=CC=C2 benzyl (R)-3-((5-carbamoyl-1H-pyrrolo[2,3-b]pyridin-4-yl)amino)piperidine-1-carboxylate